FC(C1(CC1)CCC(=O)O)(F)F 3-(1-(trifluoromethyl)cyclopropyl)propanoic acid